Cl.FC[C@@H](C)N |r| racemic-1-fluoropropan-2-amine hydrochloride